CN(CCN(CC)CC)C 2,2'-((2-(dimethylamino)ethyl)azanediyl)bis(ethane)